F[C@@H]1[C@@H](C1)C(=O)NC=1N=C2N(C=C(N=C2)C2=CN=NC(=C2)C)C1 (1S,2S)-2-fluoro-N-(6-(6-methylpyridazin-4-yl)imidazo[1,2-a]pyrazin-2-yl)cyclopropane-1-carboxamide